2-(2-cyclopropyl-4-methoxyphenyl)-3-(oxazol-5-ylmethyl)-4-oxo-3,4-dihydrobenzo[4,5]thieno[2,3-d]pyrimidine-8-carboxamide C1(CC1)C1=C(C=CC(=C1)OC)C=1N(C(C2=C(N1)SC1=C2C=CC=C1C(=O)N)=O)CC1=CN=CO1